1-(phenylsulfonyl)-1,2,3,4-tetrahydroquinoline-6-carboxylic acid C1(=CC=CC=C1)S(=O)(=O)N1CCCC2=CC(=CC=C12)C(=O)O